OC1=CC=C2CCCC3(CCC=4C(=NC(=NC4C3)OC[C@H]3N(CCC3)C(C)C)N3C[C@@H](NCC3)CC#N)C2=C1 2-((2S)-4-(7-Hydroxy-2'-(((S)-1-isopropylpyrrolidin-2-yl)methoxy)-3,4,5',8'-tetrahydro-2H,6'H-spiro[naphthalene-1,7'-quinazolin]-4'-yl)piperazin-2-yl)acetonitrile